COC1=CC=NC=2N(C(N(C(C21)=O)CC(=O)NCC2OCCC2)=O)C 1,4-Dihydro-5-methoxy-1-methyl-2,4-dioxo-N-[(tetrahydro-2-furanyl)methyl]pyrido[2,3-d]pyrimidine-3(2H)-acetamide